(1r,2s)-2-(ethoxycarbonyl)cyclohexane-1-carboxylic acid C(C)OC(=O)[C@@H]1[C@@H](CCCC1)C(=O)O